(methylcarbamoyl)pyrazin CNC(=O)C1=NC=CN=C1